[Si].[Cu].[Ni] nickel-copper-silicon